4-(4-(chloromethyl)-3,5-difluorophenyl)-2-methyl-2H-indazole ClCC1=C(C=C(C=C1F)C=1C2=CN(N=C2C=CC1)C)F